N-{4-[7-(5-chloro-2-fluorophenyl)-1H,2H,3H-pyrido[3,4-b][1,4]oxazin-1-yl]pyridin-2-yl}-3-(4-methyl-2-oxopiperazin-1-yl)propanamide ClC=1C=CC(=C(C1)C1=CC2=C(OCCN2C2=CC(=NC=C2)NC(CCN2C(CN(CC2)C)=O)=O)C=N1)F